5-Chloro-3-(5-{4-[(2S)-2,4-dimethylpiperazin-1-carbonyl]phenyl}-1,2-oxazol-3-yl)-6-(2-methoxyethoxy)-1H-indazol ClC=1C=C2C(=NNC2=CC1OCCOC)C1=NOC(=C1)C1=CC=C(C=C1)C(=O)N1[C@H](CN(CC1)C)C